4-(3-methyl-1H-pyrrolo[2,3-b]pyridin-4-yl)-3,4-dihydro-2H-1,4-thiazine-6-carboxamide hydrochloride Cl.CC1=CNC2=NC=CC(=C21)N2CCSC(=C2)C(=O)N